BrC(C(=O)OCC(COC(C(C)(C)Br)=O)(COCC(COC(C(C)(C)Br)=O)(COC(C(C)(C)Br)=O)COC(C(C)(C)Br)=O)COC(C(C)(C)Br)=O)(C)C dipentaerythritol hexa(α-bromoisobutyrate)